C(CC)[SiH2]OCCCOCC1=CC=CC2=CC=CC=C12 propyl-(naphthyl)methoxypropoxysilane